4-amino-7-{1-[1-(2,3-difluorophenyl)-1H-1,2,3-triazol-4-yl]propyl}-5-[2-(trifluoromethyl)pyrimidin-5-yl]-7H-pyrrolo[2,3-d]pyrimidine-6-carbonitrile NC=1C2=C(N=CN1)N(C(=C2C=2C=NC(=NC2)C(F)(F)F)C#N)C(CC)C=2N=NN(C2)C2=C(C(=CC=C2)F)F